C(C)(C)(C)OC(=O)N[C@H](C(=O)N[C@H](C(=O)OC)C[C@H]1C(NCCC1)=O)CC(C)(C)F methyl (2S)-2-[[(2S)-2-(tert-butoxycarbonylamino)-4-fluoro-4-methyl-pentanoyl]amino]-3-[(3S)-2-oxo-3-piperidyl]propanoate